N-[(1S)-2-[[(1S)-2-amino-2-oxo-1-[[(3S)-2-oxo-3-piperidyl]methyl]ethyl]amino]-1-(cyclopropylmethyl)-2-oxo-ethyl]-6-bromo-3-fluoro-1H-indole-2-carboxamide NC([C@H](C[C@H]1C(NCCC1)=O)NC([C@H](CC1CC1)NC(=O)C=1NC2=CC(=CC=C2C1F)Br)=O)=O